8-(2-((tert-butyldimethylsilyl)oxy)ethoxy)-7-chloro-4-hydroxypyrido[4,3-d]pyrimidin-2(1H)-one [Si](C)(C)(C(C)(C)C)OCCOC1=C(N=CC2=C1NC(N=C2O)=O)Cl